(R)-7-bromo-N-(3,5-difluoroquinolin-6-yl)-5-((1-(dimethylamino)propan-2-yl)oxy)quinazolin-4-amine BrC1=CC(=C2C(=NC=NC2=C1)NC=1C(=C2C=C(C=NC2=CC1)F)F)O[C@@H](CN(C)C)C